N1[C@@H](CCC1)C(=O)[O-].[Zn+2].N1[C@@H](CCC1)C(=O)[O-] zinc-L-proline salt